[Si](C1=CC=CC=C1)(C1=CC=CC=C1)(C(C)(C)C)OCC1N(S(OC1)=O)C(=O)OC(C)(C)C 4-(((tert-butyldiphenylsilyl)oxy)methyl)-3-(tert-butoxycarbonyl)-1,2,3-oxathiazolidine-2-oxide